C(C)OC1=CC=C(C=N1)C1=CN=CC(=N1)C(=O)NO[C@@H](C)C1=C(C=CC=C1)F (S)-6-(6-ethoxypyridin-3-yl)-N-(1-(2-fluorophenyl)ethoxy)pyrazine-2-carboxamide